N-[(6-Amino-2-pyridyl)sulfonyl]-6-[6-[isobutyl(methyl)amino]-3-pyridyl]-2-(2,2,4-trimethylpyrrolidin-1-yl)pyridin-3-carboxamid NC1=CC=CC(=N1)S(=O)(=O)NC(=O)C=1C(=NC(=CC1)C=1C=NC(=CC1)N(C)CC(C)C)N1C(CC(C1)C)(C)C